6-(2-((2-(pyridin-3-ylcarbamoyl)thiophen-3-yl)oxymethyl)phenoxy)caproic acid N1=CC(=CC=C1)NC(=O)C=1SC=CC1OCC1=C(OCCCCCC(=O)O)C=CC=C1